FC(OC1=NC(=CC(=C1)C(C(=O)O)C)OC)F [2-(difluoromethoxy)-6-methoxypyridin-4-yl]propionic acid